C(C)OC1=NC=CC=C1C1=NC=C(C(=N1)C(=O)NC1CNCC1)OC1CC2(CN(C2)C2=C(C=C(C=C2)F)C(F)(F)F)C1 2-(2-ethoxypyridin-3-yl)-5-((2-(4-fluoro-2-(trifluoromethyl)phenyl)-2-azaspiro[3.3]heptan-6-yl)oxy)-N-(pyrrolidin-3-yl)pyrimidine-4-carboxamide